NC1=CC(=C(C=C1)C(=O)N1CCS(CC1)(=O)=O)N1CC(CC1)C(F)(F)F [4-amino-2-[3-(trifluoromethyl)pyrrolidin-1-yl]phenyl]-(1,1-dioxo-1,4-thiazinan-4-yl)methanone